FC1(CCN(CC1)C1CCC(CC1)N1C(NC2=C1C=C(C(=C2)C=2C(=C(C=1N(C2)N=CN1)C)C)C(C)C)=O)F 1-(4-(4,4-difluoropiperidin-1-yl)cyclohexyl)-5-(7,8-dimethyl-[1,2,4]triazolo[1,5-a]pyridin-6-yl)-6-isopropyl-1,3-dihydro-2H-benzo[d]imidazol-2-one